(S)-1-(3-(benzyloxy)-2-chlorophenyl)-1,4,5,7-tetrahydropyrano[3,4-c]pyrazol-4-amine hydrochloride Cl.C(C1=CC=CC=C1)OC=1C(=C(C=CC1)N1N=CC2=C1COC[C@H]2N)Cl